2-(6-amino-8-bromo-9H-purin-9-yl)acetic acid NC1=C2N=C(N(C2=NC=N1)CC(=O)O)Br